(5-amino-1-{6-[(2,6-difluorophenyl)oxy]-4-methylpyridin-3-yl}pyrazol-4-yl)[6-(3,4,5,6-tetrahydro-2H-pyran-4-yl)-6,7,8,9-tetrahydro-3H-pyrrolo[3,2-f]quinolin-2-yl]methanone NC1=C(C=NN1C=1C=NC(=CC1C)OC1=C(C=CC=C1F)F)C(=O)C1=CC2=C3CCCN(C3=CC=C2N1)C1CCOCC1